20,22-dihydroxy-cholesterol O[C@](C(CCC(C)C)O)(C)[C@H]1CC[C@H]2[C@@H]3CC=C4C[C@@H](O)CC[C@]4(C)[C@H]3CC[C@]12C